O1[C@@H](COCC1)CNC(=O)C1=C(C2=C(CC3(C4=CN(N=C24)CC2=CC=NC=C2)CCC3)O1)C(F)(F)F N-[(2R)-1,4-Dioxan-2-ylmethyl]-2'-(pyridin-4-ylmethyl)-8'-(trifluoromethyl)-2',5'-dihydrospiro[cyclobutan-1,4'-furo[2,3-g]indazol]-7'-carboxamide